5-Methyl-4-(2-methyl-5,8-dihydro-6H-pyrano[3,4-b]pyridin-8-yl)thiophene-2-carbaldehyde CC1=C(C=C(S1)C=O)C1OCCC=2C1=NC(=CC2)C